N[C@@H]1CN(CC[C@H]1F)C1=NC2=C(N1CC(=O)N1[C@H](CCC1)C#N)C=C(C(=C2)F)F (R)-1-(2-(2-((3R,4R)-3-amino-4-fluoropiperidin-1-yl)-5,6-difluoro-1H-benzo[d]imidazol-1-yl)acetyl)pyrrolidine-2-carbonitrile